ethyl 3-(((tert-butyldimethylsilyl)oxy)methyl)-[1,2,4]triazolo[4,3-a]pyridine-6-carboxylate [Si](C)(C)(C(C)(C)C)OCC1=NN=C2N1C=C(C=C2)C(=O)OCC